CC1(CCC1)S(=O)(=O)N1CCC(CC1)C1CN(C1)[C@@H]1[C@H](CCCC1)OC=1C=C2CN(C(C2=CC1)=O)C1C(NC(CC1)=O)=O 3-(5-(((1S,2S)-2-(3-(1-((1-methylcyclobutyl)sulfonyl)-piperidin-4-yl)azetidin-1-yl)cyclohexyl)oxy)-1-oxo-isoindolin-2-yl)piperidine-2,6-dione